F[C@@]1(CN(CC[C@@H]1OC)C1=NC=CC(=N1)N)C 2-((3R,4S)-3-fluoro-4-Methoxy-3-methylpiperidin-1-yl)pyrimidin-4-amine